p-methoxy-styrol sodium salt [Na].COC1=CC=C(C=C)C=C1